[N+](=O)([O-])C1=CC=C(C=C1)C1=C(C=CC=C1)B(C1=CC=CC=C1)C1=CC=CC=C1 (p-nitrophenyl)triphenyl-boron